Mercaptodioctyl-tin S[Sn](CCCCCCCC)CCCCCCCC